S1C(=CC2=C1C=CC=C2)C2(CCN(CC2)C2=C(C(N(C1=CC=CC=C21)C)=O)C#N)OC 4-[4-(1-Benzothien-2-yl)-4-methoxypiperidin-1-yl]-1-methyl-2-oxo-1,2-dihydroquinoline-3-carbonitrile